tridec-11-en-1-yl acetate C(C)(=O)OCCCCCCCCCCC=CC